5-(1-benzyl-1H-pyrazol-4-yl)-1-methyl-4-(p-tolyl)pyridin-2(1H)-one C(C1=CC=CC=C1)N1N=CC(=C1)C=1C(=CC(N(C1)C)=O)C1=CC=C(C=C1)C